tert-butylamine 2-(α-n-pentanonyl)benzoate C(CCCC)(=O)C1=C(C(=O)O)C=CC=C1.C(C)(C)(C)N